3,4,5-tris(benzyloxy)-2-methylpiperidine C(C1=CC=CC=C1)OC1C(NCC(C1OCC1=CC=CC=C1)OCC1=CC=CC=C1)C